(R)-2-cyclopentyl-1-propylamine C1(CCCC1)[C@H](CN)C